tetrahydrocycloheptafuran O1CCC2C1=CC=CCC2